NCC=1C=C(C=CC1)C1=CC(=CC=C1Cl)C1=NNC(O1)=O 5-[3'-(Aminomethyl)-6-chloro[1,1'-biphenyl]-3-yl]-1,3,4-oxadiazol-2(3H)-one